ClC1=CC(=NC(=C1C(=O)O)NC=1C(=NC=CC1C)C(C)C)Cl 4,6-dichloro-2-((2-isopropyl-4-methylpyridin-3-yl)amino)nicotinic acid